ClC(COC1=NC=2CCN(C(C2C=C1)=O)C1=C(C=C(C=N1)C1(CC1)C#N)S(=O)(=O)CC)(C(F)(F)F)Cl 1-[6-[2-(2,2-dichloro-3,3,3-trifluoro-propoxy)-5-oxo-7,8-dihydro-1,6-naphthyridin-6-yl]-5-ethylsulfonyl-3-pyridyl]cyclopropane-carbonitrile